[N+](=O)([O-])C1=C(C=CC=C1)S(=O)(=O)NCCOCCN(CC(=O)OC(C)(C)C)CC(=O)OC(C)(C)C Di-tert-butyl 2,2'-((2-(2-((2-nitrophenyl)sulfonamido)ethoxy)ethyl)azanediyl)diacetate